tert-butyl 2-(1-(4-amino-2-chloro-5-methoxyphenyl)-4-hydroxypiperidin-4-yl)acetate NC1=CC(=C(C=C1OC)N1CCC(CC1)(O)CC(=O)OC(C)(C)C)Cl